C1=C(C=CC2=CC=CC=C12)C1=CC=CC=2NC3=CC=CC=C3C12 4-(naphthalen-2-yl)-9H-carbazole